N-(4-iodo-2-methylphenyl)benzamide IC1=CC(=C(C=C1)NC(C1=CC=CC=C1)=O)C